ClC1=C(C(=O)N2COC3=C(C2)C=CC(=C3C3=CC(=C(C(=O)O)C=C3F)N3CCOCC3)F)C(=CC(=C1)C=1C=NN(C1)C)Cl 4-[3-[2,6-dichloro-4-(1-methylpyrazol-4-yl)benzoyl]-7-fluoro-2,4-dihydro-1,3-benzoxazin-8-yl]-5-Fluoro-2-morpholin-4-ylbenzoic acid